2,4,6-trimethylthiocyclohexyl phenyl ketone C1(=CC=CC=C1)C(=O)C1C(CC(CC1SC)SC)SC